ClC1=CC=C(C=C1)C[C@H]([C@@H](C(C)(C)C)O)N1N=CN=C1 |r| (2RS,3RS)-1-(4-chlorophenyl)-4,4-dimethyl-2-(1,2,4-triazole-1-yl)pentan-3-ol